tert-butyl 4-(5-(6-ethoxy-2-methyl-2H-pyrazolo[3,4-b]pyridine-5-carboxamido)pyrazin-2-yl)piperazine-1-carboxylate C(C)OC=1C(=CC=2C(N1)=NN(C2)C)C(=O)NC=2N=CC(=NC2)N2CCN(CC2)C(=O)OC(C)(C)C